(2,5-dichlorophenyl)boric acid ClC1=C(C=C(C=C1)Cl)OB(O)O